3-amino-1-hydroxy-8-methoxy-naphthalen-6-sulfonic acid NC=1C=C(C2=C(C=C(C=C2C1)S(=O)(=O)O)OC)O